OP(O)OP(O)O.C(CCCCCCCCCCCCCCCCC)C(O)(C(CO)(CO)CO)CCCCCCCCCCCCCCCCCC di(stearyl)pentaerythritol diphosphite